N-[3-[4-(5-chloro-2-pyridyl)-2,6-dimethyl-phenyl]-2,4-dioxo-spiro[5.5]undecan-9-yl]acetamide ClC=1C=CC(=NC1)C1=CC(=C(C(=C1)C)C1C(CC2(CC1=O)CCC(CC2)NC(C)=O)=O)C